C(CC)O[Si](CCCCCC[Si](OCCC)(OCCC)OCCC)(OCCC)OCCC 1,6-bis(tripropoxysilyl)hexane